Molybdenum Disilicide [Si]=[Mo]=[Si]